1,3-bis(glycidoxypropyl) tetramethoxydisiloxane (2-methylpyridin-3-yl)methyl methanesulfonate CS(=O)(=O)OCC=1C(=NC=CC1)C.C(C1CO1)OCCC[Si](O[Si](CCCOCC1CO1)(OC)OC)(OC)OC